5-(tert-butyl)-1,2,4-oxadiazole-3-carboxamide hydrochloride Cl.C(C)(C)(C)C1=NC(=NO1)C(=O)N